tert-butyl N-(cyclobutylmethyl)-N-[(3R)-1-[6-[[4-[2-[(4-methoxyphenyl)methyl]-1-oxo-3-isoquinolyl] triazol-1-yl]methyl]pyridazin-3-yl]-3-piperidyl]carbamate C1(CCC1)CN(C(OC(C)(C)C)=O)[C@H]1CN(CCC1)C=1N=NC(=CC1)CN1N=NC(=C1)C=1N(C(C2=CC=CC=C2C1)=O)CC1=CC=C(C=C1)OC